NCC1=CC2=C(N(C(N2C)=O)C)C=C1 5-(amino-methyl)-1,3-dimethyl-2,3-dihydro-1H-1,3-benzodiazol-2-one